COC(=O)C1=CC=NC2=CC=C(C=C12)OCC1CC(C1)(F)F 6-((3,3-difluorocyclobutyl)methoxy)quinoline-4-carboxylic acid methyl ester